(R)-N'-((1,2,3,5,6,7-hexahydro-s-indacen-4-yl)carbamoyl)-7,7-dimethyl-6,7-dihydro-5H-pyrazolo[5,1-b][1,3]oxazine-3-sulfonimidamide C1CCC2=C(C=3CCCC3C=C12)NC(=O)N=[S@](=O)(N)C=1C=NN2C1OCCC2(C)C